dibenzocyclooctane-disulfide C1=CC=CC23CCCCC45C(C21S3)(C=CC=C4)S5